3-[2-(4-chloro-3-fluorophenoxy)acetamido]-N-[5-(difluoromethyl)pyrazin-2-yl]bicyclo[1.1.1]pentane-1-carboxamide ClC1=C(C=C(OCC(=O)NC23CC(C2)(C3)C(=O)NC3=NC=C(N=C3)C(F)F)C=C1)F